5-(5-Fluoro-1H-pyrazol-4-yl)-2-{5-[methyl(piperidin-4-yl)amino][1,3]thiazolo[5,4-d][1,3]thiazol-2-yl}pyridin-3-ol Trifluoroacetat FC(C(=O)O)(F)F.FC1=C(C=NN1)C=1C=C(C(=NC1)C=1SC=2N=C(SC2N1)N(C1CCNCC1)C)O